BrC=1C=C2C(=CC1)C(N(CC21CC1)CC(=O)NC1=NC=C(C=C1)C#N)=O 2-(6-bromo-1-oxospiro[3H-isoquinoline-4,1'-cyclopropan]-2-yl)-N-(5-cyanopyridin-2-yl)acetamide